CN([C@@H](C)C(=O)O)C([C@@H](CCC1=CC=CC=C1)NCCC1=CC=C(C=C1)NC(C)=O)=O methyl-((R)-2-((4-acetamidophenylethyl)amino)-4-phenylbutyryl)-L-alanine